5-fluoro-1-(propan-2-yl)-1H-1,3-benzodiazol FC1=CC2=C(N(C=N2)C(C)C)C=C1